C(C=C)(=O)NC1=C(C=CC(=C1)C(F)(F)F)C1=NC=2C(=NC=CC2C2=CC(=C(CNC(=O)C3=NC(=NO3)C(C)(C)C)C=C2)F)N1 N-(4-(2-(2-Acrylamido-4-(trifluoromethyl)phenyl)-3H-imidazo[4,5-b]pyridin-7-yl)-2-fluorobenzyl)-3-(tert-butyl)-1,2,4-oxadiazole-5-carboxamide